(5a,6a)-7,8-didehydro-4,5-epoxy-17-methyl-7-methylmorphinan-3,6-diol CN1[C@H]2[C@@H]3C=C([C@@H]([C@H]4[C@@]3(C=3C(=C(C=CC3C2)O)O4)CC1)O)C